C(C1=CC=CC=C1)OC(=O)N1[C@@H](OC([C@H]1C)=O)C1=CC=CC=C1 (2S,4R)-4-methyl-5-oxo-2-phenyl-oxazolidine-3-carboxylic acid benzyl ester